4-(8-Fluoro-2-(((2S,4R)-4-fluoro-1-methylpyrrolidin-2-yl)methoxy)-4-(1,4-oxazepan-4-yl)pyrido[4,3-d]pyrimidin-7-yl)naphthalen-2-ol FC1=C(N=CC2=C1N=C(N=C2N2CCOCCC2)OC[C@H]2N(C[C@@H](C2)F)C)C2=CC(=CC1=CC=CC=C21)O